BrC1=CC=C2C(=CNC2=C1OC)S(=O)(=O)NC1=NC=C(C(=N1)OC)CC(F)F 6-bromo-N-[5-(2,2-difluoroethyl)-4-methoxy-pyrimidin-2-yl]-7-methoxy-1H-indole-3-sulfonic acid amide